CN(C(CN1C=CC=2N=C(N=CC21)NC2CCC(CC2)OC2=C1C=CC=NC1=CC(=N2)N2CCOCC2)=O)C N,N-Dimethyl-2-(2-(((1s,4s)-4-((7-morpholino-1,6-naphthyridin-5-yl)oxy)cyclohexyl)amino)-5H-pyrrolo[3,2-d]pyrimidin-5-yl)acetamide